2-(4-Methylpiperazin-1-yl)-N-(4-((4-(piperidin-1-yl)phenyl)amino)-2-(trifluoromethyl)benzyl)acetamide CN1CCN(CC1)CC(=O)NCC1=C(C=C(C=C1)NC1=CC=C(C=C1)N1CCCCC1)C(F)(F)F